O1C(CCCC1)OC(C(=O)O)CCCCCCCC (3,4,5,6-tetrahydro-2H-pyran-2-yloxy)decanoic acid